OC[C@@H](C)NC(=O)C=1C=NC2=C(C=C(C=C2C1)OC)C1=CC=C(C=C1)OC1=CC=CC=C1 (R)-N-(1-hydroxypropan-2-yl)-6-methoxy-8-(4-phenoxyphenyl)quinoline-3-carboxamide